FC1(CC(C1)N1N=C(C=C1C)[N+](=O)[O-])F 1-(3,3-difluorocyclobutyl)-5-methyl-3-nitro-1H-pyrazole